FC1=C(CSC=2NC(=NN2)NC(=O)C=2NC(=CC2)\C=C\2/C(NC3=CC=CC=C23)=O)C=CC=C1 (Z)-N-(5-((2-fluorobenzyl)thio)-4H-1,2,4-triazol-3-yl)-5-((2-oxoindolin-3-ylidene)methyl)-1H-pyrrole-2-carboxamide